CC1=NC=C(C(=C1)C=1NC2=CC(=C(C=C2C1C(C)C)C1CCN(CC1)CC(=O)N(C)C)F)C 2-(4-(2-(2,5-dimethylpyridin-4-yl)-6-fluoro-3-isopropyl-1H-indol-5-yl)piperidin-1-yl)-N,N-dimethylacetamide